1-(3,5-dichlorophenyl)-5-(2-oxo-1,2-dihydropyridin-3-yl)-3-(pyridin-3-yl)pyrimidine-2,4(1H,3H)-dione ClC=1C=C(C=C(C1)Cl)N1C(N(C(C(=C1)C=1C(NC=CC1)=O)=O)C=1C=NC=CC1)=O